C(CCCCCCCCC)OCOCC\C=C/CC[Mg]I (3Z)-6-(decyloxymethoxy)-3-hexenylmagnesium iodide